CC1=CC=CC(=N1)C=1N=C(C2=C(N1)NN=N2)NC2=NC(=NC=C2)NC2=CC=C(C=C2)N2CCOCC2 N4-[5-(6-methyl-2-pyridyl)-3H-triazolo[4,5-d]pyrimidin-7-yl]-N2-(4-morpholinophenyl)pyrimidine-2,4-diamine